N-(2-Amino-4,6-dichloro-5-pyrimidinyl)formamide NC1=NC(=C(C(=N1)Cl)NC=O)Cl